CC1=C(C(=C(C#N)C=C1)OCOCC[Si](C)(C)C)B1OC(C(O1)(C)C)(C)C 4-methyl-3-(4,4,5,5-tetramethyl-1,3,2-dioxaborolan-2-yl)-2-(2-trimethylsilylethoxymethoxy)benzonitrile